FC1=C2C(C(=C(C(C2=CC=C1F)=O)CC1=NC=C(C=C1)C(F)(F)F)C)=O 5,6-difluoro-3-methyl-2-((5-(trifluoromethyl)pyridin-2-yl)methyl)naphthalene-1,4-dione